ClC=1C=NC(=CC1)N1N=NN=C1CN(CC(C1=CC=CC=C1)O)C1CCCCC1 3-chloro-6-(5-((cyclohexyl-(2-hydroxy-2-phenylethyl)amino)methyl)-1H-tetrazol-1-yl)pyridine